3,3,3-trifluoro-2-methyl-2-(trifluoromethyl)propan-1-ol FC(C(CO)(C(F)(F)F)C)(F)F